ClC1=C(C=CC=C1)N1CCN(CC1)C(=O)C1=CC=2CSC=3C=CC=CC3C2S1 (4-(2-chlorophenyl)piperazin-1-yl)(4H-thieno[3,2-c]thiochromen-2-yl)methanone